4-(4-(cyclobutylmethoxy)phenyl)butan-1-ol C1(CCC1)COC1=CC=C(C=C1)CCCCO